N(C(=O)N)CCCN[C@@H](CCCNC(=O)N)C(=O)O 3-ureidopropan-1-yl-(citrulline)